5-methyl-5H-benzo[b]carbazole-6,11-dione CN1C2=CC=CC=C2C=2C(C3=C(C(C12)=O)C=CC=C3)=O